C1=CC(=CC=C1CC(=O)CC2=CC=C(C=C2)Br)Br 4,4'-dibromodibenzyl ketone